(R)-3-(2-ethoxy-5-fluoropyridin-4-yl)-1-isopropyl-N-(4-methyl-1,1-dioxidotetrahydro-2H-thiopyran-4-yl)-4,5,6,7-tetrahydro-1H-indazole-6-carboxamide C(C)OC1=NC=C(C(=C1)C1=NN(C=2C[C@@H](CCC12)C(=O)NC1(CCS(CC1)(=O)=O)C)C(C)C)F